ClC1=NC=C(C(=C1)C1=C(C=NC(=C1)C)C(=O)NC=1SC2=C(N1)CN(C2)C(=O)C=2OC1=C(N2)C=C(C=C1)OC)OC 2'-chloro-5'-methoxy-N-(5-(5-methoxybenzo[d]oxazole-2-carbonyl)-5,6-dihydro-4H-pyrrolo[3,4-d]thiazol-2-yl)-6-methyl-[4,4'-bipyridine]-3-carboxamide